O=C(C(=O)O)N[C@H]1CCCC2=CC=CC=C12 (S)-2-oxo-2-((1,2,3,4-tetrahydronaphthalen-1-yl)amino)acetic acid